6-hydroxy-3,4-dimethyl-2-naphthoic acid OC=1C=C2C(=C(C(=CC2=CC1)C(=O)O)C)C